bromo-2'-(methylthio)-8'H-spiro[cyclopentane-1,9'-imidazo[1',2':1,6]pyrido[2,3-d]pyrimidine] BrC=1C2=C(N=C(N1)SC)N1C(C=C2)=NCC12CCCC2